(R)-4-((4-((2-cyanoethyl)(methyl)amino)pyrimidin-2-yl)amino)-2-fluoro-N-(8-methylisoquinolin-1-yl)-N-(piperidin-3-yl)benzamide C(#N)CCN(C1=NC(=NC=C1)NC1=CC(=C(C(=O)N([C@H]2CNCCC2)C2=NC=CC3=CC=CC(=C23)C)C=C1)F)C